COC1=NC=C(C=C1N)N 2-methoxypyridine-3,5-diamine